ClC1=CC=C(S1)CNC1=CC(=NN1C(=O)C1=CSC=C1)C1(CCNCC1)C N-[(5-Chlorothiophen-2-yl)methyl]-3-(4-methylpiperidin-4-yl)-1-(thiophen-3-carbonyl)-1H-pyrazol-5-amin